C(C)C=1C=C(C=C(C1)B1OC(C(O1)(C)C)(C)C)N1CCN(CC1)C(=O)OC(C)(C)C Tert-butyl 4-(3-ethyl-5-(4,4,5,5-tetramethyl-1,3,2-dioxaborolan-2-yl)phenyl)piperazine-1-carboxylate